C(CCCCCCCCCCC)[Si](OCC)(C)C dodecyl-dimethyl-ethoxysilane